O1C(COCC1)COC1=NC(N2C(C3=CC=C(C=C3CC2)C#C)=C1)=O 2-([1,4]Dioxan-2-ylmethoxy)-9-ethynyl-6,7-dihydro-pyrimido[6,1-a]isoquinolin-4-one